O1CCN(CCC1)C=1C2=C(N=CN1)C=CN=C2C#N 4-(1,4-oxazepan-4-yl)pyrido[4,3-d]pyrimidine-5-carbonitrile